FC=1C=C2C(=CN=C(C2=CC1F)OC)[C@H](C)N(C(C1=CC(=C(C=C1)C(F)(F)F)F)=O)C (S)-N-(1-(6,7-difluoro-1-methoxyisoquinolin-4-yl)ethyl)-3-fluoro-N-methyl-4-(trifluoromethyl)benzamide